C(#N)C1=CC(=C(C[O])C=C1)F (4-cyano-2-fluorobenzyl)oxygen